4-(5-amino-3-(4-phenoxyphenyl)imidazo[1,5-c]pyrimidin-1-yl)cyclohexan-1-ol NC1=NC=CC=2N1C(=NC2C2CCC(CC2)O)C2=CC=C(C=C2)OC2=CC=CC=C2